ClC1=C2C3=C(N=CN=C3C=C1C1=C3C(=NC=C1C)NN=C3)N3[C@H](CO2)CN(CC3)C(C=C)=O 1-[(8aS)-6-Chloro-5-(5-methyl-1H-pyrazolo[3,4-b]pyridin-4-yl)-8a,9,11,12-tetrahydro-pyrazino[2',1':3,4][1,4]oxazepino[5,6,7-de]quinazolin-10(8H)-yl]prop-2-en-1-one